O1CCN(CC1)CCNC(OC(C)(C)C)=O tert-butyl (2-morpholinoethyl)carbamate